N-((1R,4R,5R)-2-cyano-2-azabicyclo[3.1.0]hexan-4-yl)-3-(2-phenoxyphenyl)-1H-pyrazole-5-carboxamide C(#N)N1[C@@H]2C[C@@H]2[C@H](C1)NC(=O)C1=CC(=NN1)C1=C(C=CC=C1)OC1=CC=CC=C1